3-fluoro-alpha-fluoromethyltyrosine FC=1C=C(C[C@](N)(C(=O)O)CF)C=CC1O